tert-butyl (3-chlorophenyl)(2-oxoethyl)carbamate ClC=1C=C(C=CC1)N(C(OC(C)(C)C)=O)CC=O